O.[Na+].S(=O)(C1=CC=C(C=C1)N)(=O)[O-] Sulfanilic acid sodium salt hydrate